ClC1=CC(=C(C=N1)C=1N=CC(=NC1)N1CCOCC1)F 4-(5-(6-Chloro-4-fluoropyridin-3-yl)pyrazin-2-yl)morpholine